bis(cyanoethyl)diethylenetriamine C(CNCCNCCNCCC#N)C#N